butyl 2-(3-ethoxy-4,5,6,7-tetrahydro-1H-indazol-1-yl)acetate C(C)OC1=NN(C=2CCCCC12)CC(=O)OCCCC